(4-chloro-3-((4-ethoxyphenyl)methyl)phenyl)magnesium bromide ClC1=C(C=C(C=C1)[Mg]Br)CC1=CC=C(C=C1)OCC